(R)-2-((4-(hydroxyimino)-1-oxo-1,4-dihydronaphthalen-2-yl)amino)-3-phenyl-N-(4-methoxyphenyl)-propionamide ON=C1C=C(C(C2=CC=CC=C12)=O)N[C@@H](C(=O)NC1=CC=C(C=C1)OC)CC1=CC=CC=C1